7-(trifluoromethyl)-1,2,3,4,4a,9b-hexahydrofuro[2,3-b:4,5-b']dipyridine hydrochloride Cl.FC(C1=CC=C2C(=N1)OC1C2NCCC1)(F)F